C(#N)C=1C=C(C2=C(C(=CC=C2C1)F)C#C)C1=C(C=2N=C(N=C(C2C=N1)N1CC(C(CCC1)(C)C)N(C(C=C)=O)C)OCC12CCCN2CCC1)F N-(1-(7-(3-cyano-8-ethynyl-7-fluoronaphthalen-1-yl)-8-fluoro-2-((tetrahydro-1H-pyrrolizin-7a(5H)-yl)methoxy)pyrido[4,3-d]pyrimidin-4-yl)-4,4-dimethylazepan-3-yl)-N-methylacrylamide